F[C@@H]1CNC[C@@H]1F (3R,4S)-3,4-difluoropyrrolidine